CN1N=CC2=C1CN1CCCC21CO (1-methyl-1,5,6,8-tetrahydropyrazolo[4,3-a]pyrrolizin-3b(4H)-yl)methanol